N-Cyclohexanoyl-6-(2-methoxy-5-fluoro-4-methylbenzenesulfonamido)-1,2,3,4-tetrahydroquinoline C1(CCCCC1)C(=O)N1CCCC2=CC(=CC=C12)NS(=O)(=O)C1=C(C=C(C(=C1)F)C)OC